ClCC=1N=C(OC1)[C@@]1(C[C@H](CC1)N(S(=O)(=O)C)CC1=CC=C(C=C1)OC)C(F)C=1C=C(C(=CC1)F)C1=C(C(=CC=C1)F)O N-((1S,3R)-3-(4-(chloromethyl)oxazol-2-yl)-3-((3',6-difluoro-2'-hydroxy-[1,1'-biphenyl]-3-yl)fluoromethyl)cyclopentyl)-N-(4-methoxybenzyl)methanesulfonamide